O=C1NC(CCC1N1C(C2=CC=CC(=C2C1=O)NCC(=O)N1CCN(CC1)C1CCN(CC1)C1=CC=C2CN(C(C2=C1)=O)C(C(=O)NC=1SC=CN1)C1=CC=CC=C1)=O)=O 2-(6-(4-(4-(2-((2-(2,6-dioxopiperidin-3-yl)-1,3-dioxoisoindolin-4-yl)amino)acetyl)piperazin-1-yl)piperidin-1-yl)-1-oxoisoindolin-2-yl)-2-phenyl-N-(thiazol-2-yl)acetamide